1,2,3-trichlorobenzonitrile ClC1(C#N)C(C(=CC=C1)Cl)Cl